E-5-bromo-2-(2-methyl-2H-tetrazol-5-yl)pyridine BrC=1C=CC(=NC1)C=1N=NN(N1)C